N-(1-(morpholin-2-yl)ethyl)methanesulfonamide N1CC(OCC1)C(C)NS(=O)(=O)C